2-bromo-5-chloro-4-(chlorocarbonyl)benzoic acid methyl ester COC(C1=C(C=C(C(=C1)Cl)C(=O)Cl)Br)=O